7-phenyl-6-(3-(2-(trifluoromethyl)phenyl)acryloyl)-4-oxa-6-azaspiro[2.4]heptan-5-one C1(=CC=CC=C1)C1N(C(OC12CC2)=O)C(C=CC2=C(C=CC=C2)C(F)(F)F)=O